OC(CCCCCC(CCCCC=CC=CC=CC(=O)O)O)CC 18,12-dihydroxyeicosatrienoic acid